NC=1C2=C(N=CN1)N(C(=C2C2=NC(=C(C=C2)OC2=NC=CC(=N2)C)F)C2=C(C=C(C=C2)NC(C(=C)C2CC2)=O)Cl)C N-(4-(4-amino-5-(6-fluoro-5-((4-methylpyrimidin-2-yl)oxy)pyridin-2-yl)-7-methyl-7H-pyrrolo[2,3-d]pyrimidin-6-yl)-3-chlorophenyl)-2-cyclopropylacrylamide